CC(C)(C)C1=C(C=CC(=C1)C(C)(C)C)O 2,4-bis(1,1-dimethylethyl)-phenol